4-(4-methylpiperazin-1-yl)phenylboronic acid CN1CCN(CC1)C1=CC=C(C=C1)B(O)O